phenyl-formate C1(=CC=CC=C1)C(=O)[O-]